COC1=NC=C(C(=N1)OC)C=1C=C(C=2N(N1)N=CN2)[C@@H]2[C@H](C2)C=2C=C1C=NN(C1=CC2)CC(F)(F)F 6-(2,4-dimethoxypyrimidin-5-yl)-8-((1S,2S)-2-(1-(2,2,2-trifluoroethyl)-1H-indazol-5-yl)cyclopropyl)-[1,2,4]triazolo[1,5-b]pyridazine